7-Methoxy-1,3-benzodioxole-5-carbaldehyde COC1=CC(=CC2=C1OCO2)C=O